2-(3-((1r,3r)-3-methoxy-1-(4-methyl-4H-1,2,4-triazol-3-yl)cyclobutyl)phenyl)-6-(((1-(methoxymethyl)cyclobutyl)amino)methyl)-4-(trifluoromethyl)isoindolin-1-one COC1CC(C1)(C1=NN=CN1C)C=1C=C(C=CC1)N1C(C2=CC(=CC(=C2C1)C(F)(F)F)CNC1(CCC1)COC)=O